C1(=CC=CC=C1)C=1[C@H]2C=C([C@@H](C1)CC2)C2=CC=CC=C2 (1R,4R)-2,5-diphenylbicyclo[2.2.2]octa-2,5-diene